(1,3-bis[4-(t-butoxycarbonylamino)phenoxy])Benzene C(C)(C)(C)OC(=O)NC1=CC=C(OC2=CC(=CC=C2)OC2=CC=C(C=C2)NC(=O)OC(C)(C)C)C=C1